COC1=C(C=CC=C1)C=1C(=NOC1C1=C(C=C(C=C1)O)O)C 4-[4-(2-methoxyphenyl)-3-methyl-1,2-oxazol-5-yl]benzene-1,3-diol